2-(4-Isothiocyanatobenzyl)-1,4,7,10-tetraazacyclododecane-1,4,7,10-tetraacetic acid N(=C=S)C1=CC=C(CC2N(CCN(CCN(CCN(C2)CC(=O)O)CC(=O)O)CC(=O)O)CC(=O)O)C=C1